3-(1,2,4-triazol-1-yl)-1-(2-chlorophenyl)-2-propanol N1(N=CN=C1)CC(CC1=C(C=CC=C1)Cl)O